N-(1-(2-fluoroethyl)piperidin-4-yl)-4-methoxy-5-(quinolin-6-yl)pyrrolo[2,1-f][1,2,4]triazin-2-amine FCCN1CCC(CC1)NC1=NN2C(C(=N1)OC)=C(C=C2)C=2C=C1C=CC=NC1=CC2